pentadecyl-calcium thioborate B([S-])([O-])[O-].C(CCCCCCCCCCCCCC)[Ca+].C(CCCCCCCCCCCCCC)[Ca+].C(CCCCCCCCCCCCCC)[Ca+]